CNC(=O)N1C23N(C=4C1N2N4)N3 Monomethyl-triazenoimidazolecarboxamide